5-methylen-2-oxazolidinon C=C1CNC(O1)=O